N-(2-methyl-4-pyridyl)benzamide CC1=NC=CC(=C1)NC(C1=CC=CC=C1)=O